6a,7,8,9-tetrahydropyrrolo[2,1-H]pteridin-6(5H)-one N1=CN=CC=2NC(C3N(C12)CCC3)=O